(3S)-3-({7-bromo-2-[4-(methanesulfonyl)phenyl][1,2,4]triazolo[1,5-c]quinazolin-5-yl}amino)azepan-2-one BrC1=CC=CC=2C=3N(C(=NC12)N[C@@H]1C(NCCCC1)=O)N=C(N3)C3=CC=C(C=C3)S(=O)(=O)C